ethyl 2-(2-((5-bromo-7-methylbenzofuran-3-yl)methoxy)-4-methylphenyl)acetate BrC=1C=C(C2=C(C(=CO2)COC2=C(C=CC(=C2)C)CC(=O)OCC)C1)C